(1s,4s)-2'-bromo-4-[(6-bromopyridin-2-yl)amino]spiro[cyclohexane-1,1'-indene]-4-carbonitrile BrC=1C2(C3=CC=CC=C3C1)CCC(CC2)(C#N)NC2=NC(=CC=C2)Br